ethyl oxetane-2-carboxylate O1C(CC1)C(=O)OCC